BrC1=CC(=NN1)C(=O)O 5-bromo-1H-pyrazole-3-carboxylic acid